N1CC(C1)C=1C=C2C(=C(NC2=CC1)C=1C(=C(C(N(C1)C)=O)C)C)C(C)C 5-(5-(azetidin-3-yl)-3-isopropyl-1H-indol-2-yl)-1,3,4-trimethylpyridin-2(1H)-one